(5E)-5-[(2,2-Difluoro-1,3-benzodioxol-5-YL)methylene]-1,3-thiazolidine-2,4-dione FC1(OC2=C(O1)C=CC(=C2)\C=C\2/C(NC(S2)=O)=O)F